tert-butyl 3-(4-(5-(furan-2-yl)isoxazole-3-carboxamido)-1H-pyrazol-1-yl)azetidine-1-carboxylate O1C(=CC=C1)C1=CC(=NO1)C(=O)NC=1C=NN(C1)C1CN(C1)C(=O)OC(C)(C)C